C(C)(C)(C)C(C(=O)[O-])(C(=O)[O-])CCCCCCCC.[Li+].[Li+] lithium 2-(tert-butyl)-2-octylmalonate